FC(OC1=CC=C(C=C1)C1=CC(=CC=2CNSOC21)F)(F)F 8-(4-trifluoromethoxyphenyl)-6-fluoro-3,4-dihydrobenzo[e][1,2,3]oxathiazine